Benzyl (4-(4-(4-fluorophenyl)-1-neopentyl-1H-imidazol-5-yl)pyrimidin-2-yl)carbamate FC1=CC=C(C=C1)C=1N=CN(C1C1=NC(=NC=C1)NC(OCC1=CC=CC=C1)=O)CC(C)(C)C